FC1(CN(CC1)C=1C=CC=2N(C1)N=C(N2)NC2=C(N=NC=C2)C(=O)NC([2H])([2H])[2H])F 4-((6-(3,3-difluoropyrrolidin-1-yl)-[1,2,4]triazolo[1,5-a]pyridin-2-yl)amino)-N-(methyl-d3)pyridazine-3-carboxamide